ClC1=CC(=C2C(=NC(N(C2=C1)C1=C(C=CC=C1)C)=O)NC)OC(F)(F)F 7-chloro-4-(methylamino)-1-(o-tolyl)-5-(trifluoromethoxy)quinazolin-2(1H)-one